C(=O)(O)CN(CC(=O)O)CCN(CC(=O)O)CC(CO)O N-(carboxymethyl)-N'-(2,3-dihydroxypropyl)-N,N'-ethylenedi-glycine